FC1=CC(=C(OC=2N=NC(=CC2C(=O)N[C@@H]2CN(CCC2)S(=O)(=O)C)C(F)(F)F)C=C1)OC (S)-3-(4-Fluoro-2-methoxyphenoxy)-N-(1-(methylsulfonyl)piperidin-3-yl)-6-(trifluoromethyl)pyridazine-4-carboxamide